C(C)(C)(C)C1=CC=C(C=C1)[SiH](C)C (4-t-butylphenyl)dimethylsilane